OP(O)OP(O)O.C(CCCCCCCC)C(C(C(O)(C1=CC=CC=C1)CCCCCCCCC)(CO)CO)O dinonylphenylpentaerythritol diphosphite